C(CCCCCCC(=O)OCC\C=C/CCCCC)(=O)OCC(COC(CC12CC3CC(CC(C1)C3)C2)=O)COC(=O)OCCCN(CC)CC 1-(3-(2-((3r,5r,7r)-adamantan-1-yl)acetoxy)-2-((((3-(diethylamino)propoxy)carbonyl)oxy)methyl)propyl) 8-((Z)-non-3-en-1-yl) octanedioate